FC1=C(CC=2NC(=NN2)C(=O)NC2=NC=NC(=C2)C2=C(C=CC(=C2)OCCC2CCOCC2)C(F)(F)F)C=CC=C1 5-(2-fluorobenzyl)-N-(6-(5-(2-(tetrahydro-2H-pyran-4-yl)ethoxy)-2-(trifluoromethyl)phenyl)pyrimidin-4-yl)-4H-1,2,4-triazole-3-carboxamide